ClC1=C(C=CC=C1Cl)N(C1=CC(=CC=C1)N(C1=CC=CC=C1)C1=CC=CC=C1)C1=CC=CC=C1 N1-(2,3-dichlorophenyl)-N1,N3,N3-triphenyl-1,3-benzenediamine